(3R)-3-(4-chlorophenyl)-2-[(5-chloropyrimidin-2-yl)methyl]-4-fluoro-6-[1-(4-fluoro-1-methylpiperidin-4-yl)-1-hydroxypropyl]-3-methoxy-2,3-dihydro-1H-isoindol-1-one-hydrochloride salt Cl.ClC1=CC=C(C=C1)[C@@]1(N(C(C2=CC(=CC(=C12)F)C(CC)(O)C1(CCN(CC1)C)F)=O)CC1=NC=C(C=N1)Cl)OC